Methyl ((((2R,5R)-2-Ethynyl-5-(5-methyl-2,4-dioxo-3,4-dihydropyrimidin-1(2H)-yl)-2,5-dihydrofuran-2-yl)methoxy)(phenoxy)phosphoryl)-L-alaninate C(#C)[C@@]1(O[C@H](C=C1)N1C(NC(C(=C1)C)=O)=O)COP(=O)(OC1=CC=CC=C1)N[C@@H](C)C(=O)OC